1,4-bis(naphthalene-2-sulfonyl)-5-phenyl-1H-pyrazole C1=C(C=CC2=CC=CC=C12)S(=O)(=O)N1N=CC(=C1C1=CC=CC=C1)S(=O)(=O)C1=CC2=CC=CC=C2C=C1